BrC1=CC=C2C=NC(=NC2=C1)NC 7-bromo-N-methyl-quinazolin-2-amine